[I-].C[NH2+]CCOC1=CC=CC=C1 Methyl-2-phenoxyethyl-ammonium iodide